2-((S)-1-(4-(6-((4-cyano-2-fluorobenzyl)oxy)pyridin-2-yl)piperazin-1-yl)ethyl)-3-(((S)-oxetan-2-yl)methyl)-3H-imidazo[4,5-b]pyridine-5-carboxylic acid trihydroxymethylaminomethane salt OC(O)(O)NC.C(#N)C1=CC(=C(COC2=CC=CC(=N2)N2CCN(CC2)[C@@H](C)C2=NC=3C(=NC(=CC3)C(=O)O)N2C[C@H]2OCC2)C=C1)F